CC1(OB(OC1(C)C)C1=CC=C(CN2CCN(CC2)C2=NC(=NC=C2)C#N)C=C1)C 4-(4-(4-(4,4,5,5-Tetramethyl-1,3,2-dioxaborolan-2-yl)benzyl)piperazin-1-yl)pyrimidine-2-carbonitrile